tert-butyl 3-[2-(2-bromophenyl)ethyl]azetidine-1-carboxylate BrC1=C(C=CC=C1)CCC1CN(C1)C(=O)OC(C)(C)C